C1(CC1)C(=O)N1CCC2=CC(=CC=C12)C=1N=C(SC1C)C(=O)NCC=1C=C(OCCOCCNC(OC(C)(C)C)=O)C=CC1 tert-butyl (2-(2-(3-((4-(1-(cyclopropanecarbonyl)indolin-5-yl)-5-methylthiazole-2-carboxamido)methyl)phenoxy)ethoxy)ethyl)carbamate